2-[[5-(3,4-Dichlorophenyl)-2-furanyl]methylene]-5-methyl-3(2H)-benzofuranone ClC=1C=C(C=CC1Cl)C1=CC=C(O1)C=C1OC2=C(C1=O)C=C(C=C2)C